N-(chloro(dimethylamino)methylene)-N-methyl-methylammonium hexafluorophosphate F[P-](F)(F)(F)(F)F.ClC(=[N+](C)C)N(C)C